tert-butyl 2-((1-((dimethylamino)methyl)cyclopropyl)methoxy)-4-((2-nitrobenzyl)oxy)-5,8-dihydropyrido[3,4-d]pyrimidine-7(6H)-carboxylate CN(C)CC1(CC1)COC=1N=C(C2=C(N1)CN(CC2)C(=O)OC(C)(C)C)OCC2=C(C=CC=C2)[N+](=O)[O-]